8-[(1R)-1-[[6-chloro-2-(1-hydroxy-3H-2,1-benzoxaborol-5-yl)-3-pyridyl]amino]ethyl]-2-cyclopropyl-3,6-dimethyl-chromen-4-one ClC1=CC=C(C(=N1)C=1C=CC2=C(COB2O)C1)N[C@H](C)C=1C=C(C=C2C(C(=C(OC12)C1CC1)C)=O)C